2-methyl-5-tert-butyl-6-methoxy-7-(3,5-dimethoxyphenyl)-1H-indene CC=1CC2=C(C(=C(C=C2C1)C(C)(C)C)OC)C1=CC(=CC(=C1)OC)OC